(S)-3-(2',6'-dichlorobenzidin-3-yl)-3-(3-(4-hydroxy-1-methyl-2-oxo-1,2-dihydropyridin-3-yl)ureido)propionic acid ClC1=C(C2=CC(=C(N)C=C2)[C@H](CC(=O)O)NC(=O)NC=2C(N(C=CC2O)C)=O)C(=CC(=C1)N)Cl